ClC=1C=C2C=CN=C(C2=CC1)CCO 2-(6-chloroisoquinolin-1-yl)ethan-1-ol